O=C[C@H](O)[C@@H](O)[C@H](O)[C@H](O)C(=O)NCC(=O)O N-D-glucuronoyl-glycine